(S)-3-(4-fluoro-1H-pyrazol-1-yl)-2-hydroxy-2-methyl-N-(4-nitro-3-(trifluoromethyl)phenyl)propanamide FC=1C=NN(C1)C[C@](C(=O)NC1=CC(=C(C=C1)[N+](=O)[O-])C(F)(F)F)(C)O